C=[Si](OC)OC methylenedimethoxysilane